N-[alpha-maleimidoacetoxy]succinimide C1(C=CC(N1CC(=O)ON1C(CCC1=O)=O)=O)=O